tert-butyl N-{5-[(2S)-2-[(tert-butoxycarbonyl)amino]propyl]-6-methoxythieno[3,2-c][1,2]thiazol-3-yl}-N-(furan-2-ylmethyl)carbamate C(C)(C)(C)OC(=O)N[C@H](CC1=C(C2=NSC(=C2S1)N(C(OC(C)(C)C)=O)CC=1OC=CC1)OC)C